C(C)(=O)NC1=CC=C(C(=O)NC=2C=C3CCCC3=CC2)C=C1 4-acetylamino-N-(2,3-dihydro-1H-inden-5-yl)benzamide